NC1CC(CC(C1)N1C(=NC=2C=NC(=CC21)C2=NNC=N2)C2=C(C=CC=C2)F)NC(=O)C=2SC(=CN2)Cl N-(3-amino-5-(2-(2-fluorophenyl)-6-(1H-1,2,4-triazol-3-yl)-1H-imidazo[4,5-c]pyridin-1-yl)cyclohexyl)-5-chlorothiazole-2-carboxamide